Tert-Butyl N-(3-{[(Tert-Butoxy)Carbonyl]({2-[(4-{[6-(5-Chloro-2-Fluorophenyl)Pyridazin-4-Yl]Amino}Quinolin-7-Yl)Oxy]Ethyl})Amino}Propyl)Carbamate C(C)(C)(C)OC(=O)N(CCCNC(OC(C)(C)C)=O)CCOC1=CC=C2C(=CC=NC2=C1)NC1=CN=NC(=C1)C1=C(C=CC(=C1)Cl)F